(E)-2-[[3-(3,4-bis(difluoromethoxy)phenyl)-1-oxo-2-butenyl]amino]benzoic acid FC(OC=1C=C(C=CC1OC(F)F)/C(=C/C(=O)NC1=C(C(=O)O)C=CC=C1)/C)F